1-(4-fluoro-3-trifluoromethylphenyl)-1-tosylmethyl isocyanide FC1=C(C=C(C=C1)C(S(=O)(=O)C1=CC=C(C)C=C1)[N+]#[C-])C(F)(F)F